C(C)(C)(C)OC(C1=C(C=CC=C1)N[C@H](C)C1=CC(=CC=2C(C=C(OC21)C2=CC=CC=C2)=O)C)=O 2-[[(1R)-1-(6-methyl-4-oxo-2-phenyl-benzopyran-8-yl)ethyl]amino]benzoic acid tert-butyl ester